8-((1R,2R)-2-hydroxy-2-methylcyclopentyl)-2-(methylthio)pyrido[2,3-d]pyrimidin-7(8H)-one O[C@]1([C@@H](CCC1)N1C(C=CC2=C1N=C(N=C2)SC)=O)C